4-[2-allyloxyethyl-(methyl)amino]-4-methyl-pent-2-ynethioic acid S-methyl ester CSC(C#CC(C)(C)N(C)CCOCC=C)=O